6-(3-Chloro-6-(difluoromethyl)-2-fluorophenyl)-N-(1-((R)-1-(5-hydroxy-6-((1R,5S)-2-oxo-3-azabicyclo[3.1.0]hexan-3-yl)pyridin-3-yl)ethyl)-1H-pyrazol-4-yl)-3-methylpyrazine-2-carboxamide ClC=1C(=C(C(=CC1)C(F)F)C1=CN=C(C(=N1)C(=O)NC=1C=NN(C1)[C@H](C)C=1C=NC(=C(C1)O)N1C([C@@H]2C[C@@H]2C1)=O)C)F